(S)-1-(naphthalen-2-yl)ethan C1=C(C=CC2=CC=CC=C12)CC